COC1=CC(=C(C(=C1)[C@H](C)C1=CC=CC=C1)NCCNC1=C(C=C(C=C1[C@H](C)C1=CC=CC=C1)OC)[C@H](C)C1=CC=CC=C1)[C@H](C)C1=CC=CC=C1 N1,N2-Bis(4-methoxy-2,6-bis((R)-1-phenylethyl)phenyl)ethane-1,2-diamine